3-methyl-3-phenylmorpholine CC1(NCCOC1)C1=CC=CC=C1